C12(CCC(CC1)(CC2)COCCCNC(\C=C/C(=O)O)=O)COCCCNC(\C=C/C(=O)O)=O (2Z,2'Z)-4,4'-((((bicyclo[2.2.2]octane-1,4-diylbis(methylene))bis(oxy))bis(propane-3,1-diyl))bis(azanediyl))bis(4-oxobut-2-enoic acid)